C(C=1C(C(=O)OC=C)=CC(C(=O)OC=C)=CC1)(=O)OC=C trivinyl trimellitate